FC1=C(C=C(NC)C=C1)OC 4-fluoro-3-methoxy-N-methyl-aniline